4-(((1-cyclopentyl-1H-pyrazol-4-yl)methyl)amino)-2-(2,6-dioxopiperidin-3-yl)isoindoline-1,3-dione C1(CCCC1)N1N=CC(=C1)CNC1=C2C(N(C(C2=CC=C1)=O)C1C(NC(CC1)=O)=O)=O